FC1=C(C(=C(C(=C1C[B-](CC1=C(C(=C(C(=C1F)F)F)F)F)(CC1=C(C(=C(C(=C1F)F)F)F)F)CC1=C(C(=C(C(=C1F)F)F)F)F)F)F)F)F.COC1=C(C2=CC=CC=C2C=C1)C(C1=C(C=CC2=CC=CC=C12)OC)[SH2+] di-(methoxynaphthyl)methylsulfonium tetrakis-(penta-fluorobenzyl)borate